ClC1=CC(=C2C=NNC2=C1)C1(C[C@H]2C([C@H]2C1)NC(=O)NC1CC1)O 1-((1R,3r,5S,6r)-3-(6-chloro-1H-indazol-4-yl)-3-hydroxybicyclo[3.1.0]hexan-6-yl)-3-cyclopropylurea